ClC1=CC=C(C(=N1)C#N)[N+](=O)[O-] 6-chloro-3-nitropyridinecarbonitrile